(3S)-3-carbamimidamido(4,4,4-2H3)-butanoic acid N(C(=N)N)[C@H](CC(=O)O)C([2H])([2H])[2H]